ClC1=C(C(=[N+](C=C1)[O-])C)C1=CC=C(C=C1)NC(C(NC(=O)C1=CC=NN1CC)C1CCC(CC1)(F)F)=O 4-chloro-3-(4-(2-(4,4-difluorocyclohexyl)-2-(1-ethyl-1H-pyrazole-5-carboxamido)acetamido)phenyl)-2-methylpyridine 1-oxide